(S)-N-cyclopropyl-2-fluoro-5-(6-((1-hydroxypropan-2-yl)amino)-5-(isothiazol-5-yl)pyridin-3-yl)-4-methylbenzamide C1(CC1)NC(C1=C(C=C(C(=C1)C=1C=NC(=C(C1)C1=CC=NS1)N[C@H](CO)C)C)F)=O